furan-2-yl-[4-(1H-imidazo[4,5-c]pyridin-2-yl)-phenyl]-methanone O1C(=CC=C1)C(=O)C1=CC=C(C=C1)C=1NC2=C(C=NC=C2)N1